6-bromo-N-(2-ureidoethyl)pyridine-2-carboxamide BrC1=CC=CC(=N1)C(=O)NCCNC(=O)N